tert-butyl (2R,3S,4S)-3-(acetyloxy)-4-hydroxy-2-{[4-(pyridin-3-yloxy)phenyl]methyl}pyrrolidine-1-carboxylate C(C)(=O)O[C@H]1[C@H](N(C[C@@H]1O)C(=O)OC(C)(C)C)CC1=CC=C(C=C1)OC=1C=NC=CC1